[Mg].[Hg].[Ga].[Se] selenium gallium mercury magnesium